BrC=1C(=NC=NC1C)CO (5-bromo-6-methylpyrimidin-4-yl)methanol